C(N)(O)=O.C1(=CC=CC=2C3=CC=CC=C3CC12)CC1=CC=CC=2C3=CC=CC=C3NC12 (9H-fluorenyl)methyl-(9H-carbazole) carbamate